((3aS,4R,6S,6aS)-6-(4-aminopyrrolo[2,1-f][1,2,4]triazin-7-yl)-4-cyano-2,2-dimethyltetrahydrofuro[3,4-d][1,3]dioxol-4-yl)methyl 2-(1-methylcyclobutyl)acetate CC1(CCC1)CC(=O)OC[C@]1(O[C@H]([C@@H]2OC(O[C@@H]21)(C)C)C2=CC=C1C(=NC=NN12)N)C#N